C(C)OC(=O)C=1NC=C(C1)NC(=O)OC(C)(C)C.ClC1=C(C=CC(=C1)F)C1=CC(OC2=CC(=CC=C12)O[C@@H](C(N1CCN(CC1)C(C=C)=O)=O)C)=O 4-(2-chloro-4-fluoro-phenyl)-7-[(1R)-1-methyl-2-oxo-2-(4-prop-2-enoylpiperazin-1-yl)ethoxy]chromen-2-one ethyl-4-[(tert-butoxycarbonyl)amino]-1H-pyrrole-2-carboxylate